NC=1N=NC(=CC1OCCC1=CC=C(CN(C(OC(C)(C)C)=O)C)C=C1)Cl tert-butyl (4-(2-((3-amino-6-chloropyridazin-4-yl)oxy)ethyl)benzyl)(methyl)carbamate